(3aS,4R,6S,7S,7aR)-benzoic acid C(C1=CC=CC=C1)(=O)O